C(C)[C@]1(CC[C@@]2([C@H]3CC[C@@]4([C@H](CC[C@H]4[C@@H]3CC[C@@H]2C1)[C@H](C)[C@@H](CC(C)C)O)C)C)O (3R,5R,8R,9S,10S,13S,14S,17R)-3-ethyl-17-((2S,3R)-3-hydroxy-5-methylhexan-2-yl)-10,13-dimethylhexadecahydro-1H-cyclopenta[a]phenanthren-3-ol